FC(C1=NN=C(O1)C=1C=CC(=NC1)CN(S(=O)(=O)C1CCN(CC1)C(COC)C)C1=CC=CC=C1)F N-((5-(5-(difluoromethyl)-1,3,4-oxadiazol-2-yl)pyridin-2-yl)methyl)-1-(1-methoxypropan-2-yl)-N-phenylpiperidine-4-sulfonamide